5-aminopyrimidine-4,6-diol NC=1C(=NC=NC1O)O